NC1=C(C=C(N=N1)C1=C(C=CC=C1)O)N1CCN(CC1)C1=NC(=NC=C1)C#CCN 2-(6-amino-5-(4-(2-(3-aminoprop-1-yn-1-yl)pyrimidin-4-yl)piperazin-1-yl)pyridazin-3-yl)phenol